N-(2-chloro-4-(trifluoromethyl)phenyl)-2-iodo-acetamide ClC1=C(C=CC(=C1)C(F)(F)F)NC(CI)=O